S1C=NC=C1[C@H](C)N (1S)-1-(1,3-thiazol-5-yl)ethanamine